N,N,N-trimethyl-N-(2-hydroxypropyl)ammonium hydroxide [OH-].C[N+](CC(C)O)(C)C